N-(4-chloro-2-nitrophenyl)pyridin-2-amine ClC1=CC(=C(C=C1)NC1=NC=CC=C1)[N+](=O)[O-]